ethyl 1-(3-chloro-5-iodo-6-(3-methoxypropyl)pyrazin-2-yl)piperidine-4-carboxylate ClC=1C(=NC(=C(N1)I)CCCOC)N1CCC(CC1)C(=O)OCC